ClC1=C(C(=O)NC2=C3C=NN(C3=CC=C2)C2=CC(=CC=C2)OC(F)F)C(=CC=C1CNC(C(C)(C)C)=O)Cl 2,6-Dichloro-N-{1-[3-(difluoromethoxy)phenyl]-1H-indazol-4-yl}-3-{[(2,2-dimethylpropanoyl)amino]methyl}benzamide